ClC=1N=C2N(C(=CC(=C2)C(=O)OC)OC)C1C1CC1 methyl 2-chloro-3-cyclopropyl-5-methoxyimidazo[1,2-a]pyridine-7-carboxylate